2-bromo(9,9-dimethylfluorene) BrC1=CC=2C(C3=CC=CC=C3C2C=C1)(C)C